5-methyl-1-((6aS,8R,9R,9aS)-2,2,4,4-tetraisopropyl-9-((trimethylsilyl)oxy)tetrahydro-6H-furo[3,2-f][1,3,5,2,4]trioxadisilocin-8-yl)pyrimidine-2,4(1H,3H)-dione CC=1C(NC(N(C1)[C@H]1[C@@H]([C@H]2O[Si](O[Si](OC[C@@H]2O1)(C(C)C)C(C)C)(C(C)C)C(C)C)O[Si](C)(C)C)=O)=O